C[C@H]1[C@@H](CCCC1)C trans-1,2-dimethylcyclohexane